CN1C(C2(CCN(C2)C2=NC(=NC=C2)C2=CN=C3N2C=C(N=C3)C(F)(F)F)CCC1)=O 7-Methyl-2-(2-(6-(trifluoromethyl)imidazo[1,2-a]pyrazin-3-yl)pyrimidin-4-yl)-2,7-diazaspiro[4.5]decan-6-one